FC1=CC2=C(NC(N2)=O)C(=C1O)F 5,7-difluoro-6-hydroxy-1H-benzo[d]imidazol-2(3H)-one